2-((1-(4,4-difluorocyclohexyl)-4-oxo-4,5-dihydro-1H-pyrazolo[3,4-d]pyrimidin-6-yl)thio)-N-(5-bromo-1,3,4-thiadiazol-2-yl)propanamid FC1(CCC(CC1)N1N=CC2=C1N=C(NC2=O)SC(C(=O)NC=2SC(=NN2)Br)C)F